2-[1-[2-chloro-4-[[(3S)-2,6-dioxo-3-piperidinyl]amino]-6-fluoro-phenyl]-4-hydroxy-4-piperidinyl]acetic acid hydrochloride Cl.ClC1=C(C(=CC(=C1)N[C@@H]1C(NC(CC1)=O)=O)F)N1CCC(CC1)(O)CC(=O)O